tert-Butyl-(5RS,8RS)-8-methyl-3-oxo-2,3,5,6,7,8-hexahydro[1,2,4]triazolo[4,3-a]pyridine-5-carboxylate C(C)(C)(C)OC(=O)[C@H]1CC[C@H](C=2N1C(NN2)=O)C |r|